trans-3-(6-phenylpyridazin-3-yl)oxy-2-(3-pyridylmethyl)quinuclidine C1(=CC=CC=C1)C1=CC=C(N=N1)OC1C(N2CCC1CC2)CC=2C=NC=CC2